OCC1(CCC1)NC=1C2=C(N=C(N1)N1CCC(CC1)C1=NC=C(C=N1)NC(\C=C\C(=O)C1=CC=C(C=C1)OC)=O)CC[S@]2=O (E)-N-[2-[1-[(5R)-4-[[1-(Hydroxymethyl)cyclobutyl]amino]-5-oxo-6,7-dihydro-thieno[3,2-d]pyrimidin-2-yl]-4-piperidyl]pyrimidin-5-yl]-4-(4-methoxyphenyl)-4-oxo-but-2-enamide